Cl.C1(=CC=CC=C1)N1CC(CCC1)N 1-Phenylpiperidin-3-amine hydrochloride